(S)-7-(3-(2-(5-Tosyl-5H-pyrrolo[2,3-b]pyrazin-7-yl)thiazol-4-yl)phenyl)-7H-pyrrolo[1,2-a]imidazol-7-ol S(=O)(=O)(C1=CC=C(C)C=C1)N1C=C(C=2C1=NC=CN2)C=2SC=C(N2)C=2C=C(C=CC2)[C@]2(C=CN1C2=NC=C1)O